CC(C)(C)[S@@](=O)N[C@@H](C)C1CC2(C1)CCN(CC2)C(=O)OC(C)(C)C tert-butyl 2-[(1S)-1-{[(R)-2-methylpropan-2-sulfinyl] amino} ethyl]-7-azaspiro[3.5]nonane-7-carboxylate